3,4-dihydroxybutyryl-coenzyme A OC(CC(=O)SCCNC(CCNC([C@@H](C(COP(OP(OC[C@@H]1[C@H]([C@H]([C@@H](O1)N1C=NC=2C(N)=NC=NC12)O)OP(=O)(O)O)(=O)O)(=O)O)(C)C)O)=O)=O)CO